FC=1C=C(OCC(=O)N2CC3N(C(C4=C(NC3=O)C=CC(=C4)C4=CC(=CC=C4)C(F)(F)F)=O)CC2)C=CC1OC(F)(F)F 2-(2-(3-fluoro-4-(trifluoromethoxy)phenoxy)acetyl)-8-(3-(trifluoromethyl)phenyl)-1,3,4,12a-tetrahydrobenzo[e]pyrazino[1,2-a][1,4]diazepine-6,12(2H,11H)-dione